FC1=CC(=C2C(=C(N(C2=C1)C1=CC(=C(C=C1)F)OC)C(C)C)C1=CC=C(C(=O)O)C=C1)O 4-[6-fluoro-1-(4-fluoro-3-methoxy-phenyl)-4-hydroxy-2-isopropyl-indol-3-yl]benzoic acid